C(C(=C)C)(=O)[O-].[Zn+2].C(C(=C)C)(=O)[O-] zinc methacrylate